C(C1=CC=CC=C1)OC(=O)N[C@@H](C(=O)N[C@H](C(=O)OCC1=CC=CC=C1)CC1=C(C=C(C=C1C)O)C)CCNC(=N)N benzyl (S)-2-((R)-2-(((benzyloxy)carbonyl)amino)-4-guanidinobutanamido)-3-(4-hydroxy-2,6-dimethylphenyl)propanoate